3-(1-((3',4'-dimethyl-[1,1'-biphenyl]-3-yl)piperidin-3-yl)phenoxy)-2-methylpropanoic acid CC=1C=C(C=CC1C)C1=CC(=CC=C1)N1CC(CCC1)C1(OCC(C(=O)O)C)CC=CC=C1